C1NCC12CC(C2)N2CC(CCC2)C=2NC(N(N2)C=2C=CC=C1C=CC(=NC21)OC)=O 5-(1-(2-azaspiro[3.3]heptan-6-yl)piperidin-3-yl)-2-(2-methoxyquinolin-8-yl)-2,4-dihydro-3H-1,2,4-triazol-3-one